3-methylcyclohexan-1-one CC1CC(CCC1)=O